BrC=1C=C2C=NC(=NC2=CC1)C1CC(OCC1)(C)C 6-Bromo-2-(2,2-dimethyltetrahydro-2H-pyran-4-yl)quinazoline